(R)-4-{2-[4-(3-chloroisoquinolin-7-yl)phenoxy]ethyl}-1,3-dimethylpiperazin-2-one ClC=1N=CC2=CC(=CC=C2C1)C1=CC=C(OCCN2[C@@H](C(N(CC2)C)=O)C)C=C1